C(C)OC1=CC=C(C=N1)C1=CN=CC(=N1)C(=O)NOC1(CC1)C1=C(C=CC(=C1)OC)F 6-(6-ethoxypyridin-3-yl)-N-(1-(2-fluoro-5-methoxyphenyl)cyclopropoxy)pyrazine-2-carboxamide